(2R,3S,4R,5R)-5-cyano-2-((2-cyclohexylacetoxy)methyl)-4-hydroxy-5-(4-(2-methoxy-2-methylpropanamido)pyrrolo[2,1-f][1,2,4]triazin-7-yl)tetrahydrofuran-3-yl D-valinate N[C@H](C(C)C)C(=O)O[C@@H]1[C@H](O[C@]([C@@H]1O)(C1=CC=C2C(=NC=NN21)NC(C(C)(C)OC)=O)C#N)COC(CC2CCCCC2)=O